CC1=C(C=NO)C(=CC(=C1)C)C 2,4,6-trimethyl-benzaldehyde oxime